P(O)(O)(O)=O.C1(C)=NC=CC=2C3=CC=C(OC)C=C3NC12 Harmine-phosphoric acid